C(#N)C1=C(C=C(C2=C1CCO2)C2=CC=C(C=C2)C(C)C)NC=C(C(=O)O)C ((4-cyano-7-(4-isopropylphenyl)-2,3-dihydrobenzofuran-5-yl)amino)methacrylic acid